BrC(C(=O)NCCCCCCCC)(Br)Br 2,2,2-tribromo-N-octylacetamide